COC=1C=2N(C=CC1)N=C(C2)C2=CN=C1SC(=NN12)OC 4-methoxy-2-[2-methoxyimidazo[2,1-b][1,3,4]thiadiazol-5-yl]pyrazolo[1,5-a]pyridine